O1[C@H](COC1)CN1N=C2C3=C(CCC2=C1)OC(=C3C(F)(F)F)C(=O)NCC3=CN=CS3 2-[(2S)-1,4-Dioxolan-2-ylmethyl]-N-(1,3-thiazol-5-ylmethyl)-8-(trifluoromethyl)-4,5-dihydro-2H-furo[2,3-g]indazole-7-carboxamide